4-nitrotriphenylamine C1=CC=C(C=C1)N(C2=CC=CC=C2)C3=CC=C(C=C3)[N+](=O)[O-]